N-isopropyl-2-((1R,3S)-3-(3-(pyrazolo[1,5-a]pyrazin-4-ylamino)-1H-pyrazol-5-yl)cyclopentyl)acetamide C(C)(C)NC(C[C@H]1C[C@H](CC1)C1=CC(=NN1)NC=1C=2N(C=CN1)N=CC2)=O